NCC(CCCCCC)O 1-Amino-2-octanol